1-Benzyl-4-phenylpiperidine-4-carbonitrile C(C1=CC=CC=C1)N1CCC(CC1)(C#N)C1=CC=CC=C1